C[C@H](CC(C)C)C=1SC=CC1NC(=O)C=1C(=NN(C1)C)C(F)(F)F |r| (RS)-N-[2-(1,3-dimethylbutyl)-3-thienyl]-1-methyl-3-(trifluoromethyl)pyrazole-4-carboxamide